2-(4-cyclopropyl-6-methoxypyrimidin-5-yl)-9-(4-(1-isopropyl-4-(trifluoromethyl)-1H-imidazol-2-yl)benzyl)-9H-pyridino[2',3':4,5]pyrrolo[2,3-d]pyrimidine C1(CC1)C1=NC=NC(=C1C=1N=CC2=C(N1)N(C1=C2N=CC=C1)CC1=CC=C(C=C1)C=1N(C=C(N1)C(F)(F)F)C(C)C)OC